(9H-fluoren-9-yl)methyl (5-oxopentyl)carbamate O=CCCCCNC(OCC1C2=CC=CC=C2C=2C=CC=CC12)=O